CC1=C(C(=O)NC2(CC2)C2=C3C=CC=NC3=CC(=C2)C=2SC(=CC2)C(C)N2CCCC2)C=C(C=C1)OC[C@H]1N(CC1)C 2-Methyl-5-(((S)-1-methylazetidin-2-yl)methoxy)-N-(1-(7-(5-(1-(pyrrolidin-1-yl)ethyl)thiophen-2-yl)quinolin-5-yl)cyclopropyl)benzamide